heptadecan-9-yl 8-((3-((tert-butoxycarbonyl)amino)-2-hydroxypropyl)amino)octanoate C(C)(C)(C)OC(=O)NCC(CNCCCCCCCC(=O)OC(CCCCCCCC)CCCCCCCC)O